ClC=1C=C(C(=NC1)OC1=CC2=C(N=C(O2)C(=O)O)C=C1)OCC(F)(F)F 6-((5-chloro-3-(2,2,2-trifluoroethoxy)pyridin-2-yl)oxy)benzo[d]oxazole-2-carboxylic acid